(S)-(1-(4-(4-fluoro-1H-pyrazol-1-yl)phenyl)ethyl)(methyl)carbamic acid tert-butyl ester C(C)(C)(C)OC(N(C)[C@@H](C)C1=CC=C(C=C1)N1N=CC(=C1)F)=O